C(C)(C)(C)OC(=O)N1C(CNCC1)C=1C=NN2C1C=CC(=C2)CCCN2CCCC2 (6-(3-(pyrrolidin-1-yl)propyl)pyrazolo[1,5-a]pyridin-3-yl)piperazine-1-carboxylic acid tert-butyl ester